3-chloro-N-[(1R,3S)-3-(hydrazinocarbonyl)cyclohexyl]-N-methyl-benzamide ClC=1C=C(C(=O)N(C)[C@H]2C[C@H](CCC2)C(=O)NN)C=CC1